BrCCCCC1=CC=C(C=C1)C=1OC2=C(C(=CC=C2C(C1)=O)O)OC 2-(4-(4-bromobutyl)phenyl)-7-hydroxy-8-methoxy-4H-chromen-4-one